N-(tert-butyldimethylsilyl)-5-[(dimethylamino)methyl]-3-fluorothiophene-2-sulfonamide [Si](C)(C)(C(C)(C)C)NS(=O)(=O)C=1SC(=CC1F)CN(C)C